3-[2,5-Bis(propan-2-yl)thiophen-3-yl]-1-[(1-methyl-1H-pyrazol-4-yl)[(3S)-1-methylpiperidin-3-yl]sulfamoyl]urea CC(C)C=1SC(=CC1NC(NS(N([C@@H]1CN(CCC1)C)C=1C=NN(C1)C)(=O)=O)=O)C(C)C